di(methylphenyl)-1,4-phenylenediamine CC1=C(C=CC=C1)NC1=CC=C(C=C1)NC1=C(C=CC=C1)C